methyl 6-[4-(1-methyl-1H-imidazol-2-yl) piperidin-1-yl]-2-azaspiro[3.4]octane-2-carboxylate CN1C(=NC=C1)C1CCN(CC1)C1CC2(CN(C2)C(=O)OC)CC1